[O-]S(=O)(=O)C(F)(F)F.C(CCCC)[NH+]1CC(CCC1)C 1-pentyl-3-Methylpiperidinium triflate